C1=C(C=CC2=CC=CC=C12)CCN1CCC(=CC1)C1=CC(=CC=C1)C(F)(F)F 1-(2-(2-Naphthyl)ethyl)-4-(3-trifluoromethylphenyl)-1,2,3,6-tetrahydropyridine